2-methoxyimino-N,3-dimethyl-pent-3-enamide CON=C(C(=O)NC)C(=CC)C